BrCC=1C=CC=2C=3C(C(NC2C1F)=O)=CN(N3)C 7-(bromomethyl)-6-fluoro-2-methyl-2,5-dihydro-4H-pyrazolo[4,3-c]quinolin-4-one